4-[(3-chloro-2-fluorophenyl)amino]-quinazolin-6-yl-4-[4-(trifluoromethyl)benzyl]-(R)-2-methylpiperazine-1-carboxamide ClC=1C(=C(C=CC1)NC1=NC=NC2=CC=C(C=C12)[C@]1(N(CCN(C1)CC1=CC=C(C=C1)C(F)(F)F)C(=O)N)C)F